2-(cyclopropylmethoxy)-5-((dimethylamino)methyl)-4-hydroxybenzaldehyde C1(CC1)COC1=C(C=O)C=C(C(=C1)O)CN(C)C